FC(C(=O)O)(F)F.CN(C)CC=1C=C2C(N3C(=NC2=CC1)\C(\C1=CC(=CC=C13)F)=N/OC)=O (Z)-2-((dimethylamino)methyl)-8-fluoro-6-(methoxyimino)indolo[2,1-b]quinazolin-12(6H)-one trifluoroacetate salt